2-(6-methylpyrazin-2-yl)acetonitrile CC1=CN=CC(=N1)CC#N